CC12C(=CC(C(=C1C1=CC=CC=C1)C1=CC=CC=C1)(C2)C)C(=O)OC Methyl 1,4-dimethyl-5,6-diphenylbicyclo[2.2.1]hepta-2,5-diene-2-carboxylate